BrC1=CC2=C(N=C(N=C2N[C@H](C)C2=C(C(=CC=C2)C(F)(F)F)C)C)N=C1 6-bromo-2-methyl-N-{(1R)-1-[2-methyl-3-(trifluoromethyl)phenyl]ethyl}pyrido[2,3-d]pyrimidin-4-amine